N-[3-[5-(trifluoromethyl)-2-thienyl]imidazo[1,2-b]pyridazin-6-yl]-1,4-oxazepin-6-amine FC(C1=CC=C(S1)C1=CN=C2N1N=C(C=C2)NC=2C=NC=COC2)(F)F